N1C=C(C=2C1=NC=CC2)C2CC1CCC(C2)N1C(=O)OC(C)(C)C tert-butyl 3-(1H-pyrrolo[2,3-b]pyridin-3-yl)-8-azabicyclo[3.2.1]octane-8-carboxylate